C1(CC1)C=1SC(=CC1NC(NS(N([C@@H]1CN(CCC1)C)C=1C=NN(C1)C)(=O)=O)=O)C 3-(2-Cyclopropyl-5-methylthiophen-3-yl)-1-[(1-methyl-1H-pyrazol-4-yl)[(3S)-1-methylpiperidin-3-yl]sulfamoyl]urea